(4-chloro-8-methyl-7-oxo-7,8-dihydropyrido[2,3-d]pyrimidin-6-yl)piperidine-1-carboxylic acid tert-butyl ester C(C)(C)(C)OC(=O)N1C(CCCC1)C1=CC2=C(N=CN=C2Cl)N(C1=O)C